2,4,6-trimethylanilinium tetraphenylborate C1(=CC=CC=C1)[B-](C1=CC=CC=C1)(C1=CC=CC=C1)C1=CC=CC=C1.CC1=C([NH3+])C(=CC(=C1)C)C